C(C=C)(=O)N1[C@H](CN(C[C@H]1C)C1=NC(N2C3=C(C(=C(C=C13)C(F)(F)F)C1=C(C=C(C=C1)F)F)SC[C@@H]2CN(C)C)=O)C (3S,10R)-7-((3S,5R)-4-acryloyl-3,5-dimethylpiperazin-1-yl)-10-(2,4-difluorophenyl)-3-((dimethylamino)methyl)-9-(trifluoromethyl)-2,3-dihydro-5H-[1,4]thiazino[2,3,4-ij]quinazolin-5-one